4-(2-hydroxyethyl)phenylboronic acid OCCC1=CC=C(C=C1)B(O)O